2-((trans-4-((benzylcarbamoyl)(4-(1-methyl-1H-pyrazol-4-yl)phenyl)amino)cyclohexyl)amino)pyrimidine-5-carboxamide C(C1=CC=CC=C1)NC(=O)N([C@@H]1CC[C@H](CC1)NC1=NC=C(C=N1)C(=O)N)C1=CC=C(C=C1)C=1C=NN(C1)C